5-{(2R)-4-fluoro-6-hydroxy-2-[(propylamino)methyl]-2,3-dihydro-1H-indol-5-yl}-1λ6,2,5-thiadiazolidine-1,1,3-trione FC1=C2C[C@@H](NC2=CC(=C1N1CC(NS1(=O)=O)=O)O)CNCCC